BrC=1C=C(C2=CN(N=C2C1Cl)C(C(=O)[C@H]1N(C[C@@H](C1)F)C(=O)OC(C)(C)C)C(=O)OCC)Cl tert-Butyl (2S,4R)-2-[2-(6-bromo-4,7-dichloro-indazol-2-yl)-3-ethoxy-3-oxo-propanoyl]-4-fluoro-pyrrolidine-1-carboxylate